O(P([O-])(=O)OP(=O)([O-])[O-])CC=C(C)CCC=C(C)CCC=C(C)C farnesyl diphosphate